2-chloro-5-fluoro-4-(3-nitrophenoxy)pyrimidine ClC1=NC=C(C(=N1)OC1=CC(=CC=C1)[N+](=O)[O-])F